NC1=NC(N(C=C1)[C@@H]1O[C@@]([C@H](C1)O)(CO)N=[N+]=[N-])=O 4-amino-1-((2R,4S,5R)-5-azido-4-hydroxy-5-(hydroxymethyl)tetrahydrofuran-2-yl)pyrimidin-2(1H)-one